2-cyclopropyl-6-[rac-(3S)-3-methyl-2,3,4,5-tetrahydropyridin-6-yl]indazole C1(CC1)N1N=C2C=C(C=CC2=C1)C=1CC[C@@H](CN1)C |r|